benzyl 2'-(2-ethoxyphenyl)-6'H-spiro[piperidine-4,5'-[1,7]naphthyridine]-7'(8'H)-carboxylate C(C)OC1=C(C=CC=C1)C1=NC=2CN(CC3(C2C=C1)CCNCC3)C(=O)OCC3=CC=CC=C3